6-(4,4-difluoropiperidin-1-yl)-N-((1-(2,6-dioxopiperidin-3-yl)-3-methyl-2-oxo-2,3-dihydro-1H-benzo[d]imidazol-4-yl)methyl)hexanamide FC1(CCN(CC1)CCCCCC(=O)NCC1=CC=CC=2N(C(N(C21)C)=O)C2C(NC(CC2)=O)=O)F